rel-(3r,6s,7r)-3,7,11-trimethyl-3,7-epoxy-1,10-dodecadien-6-ol C[C@]1(C=C)CC[C@@H]([C@@](CCC=C(C)C)(O1)C)O |o1:1,6,7|